COC=1C=C(C=C(C1OC)[N+](=O)[O-])CC(C)=O 1-(3,4-Dimethoxy-5-nitrophenyl)propanone